nonan-1-one C(CCCCCCCC)=O